5'-(2,6-diphenylpyridin-4-yl)-3,4''-bis(3-methyl-9H-carbazol-9-yl)-4',6'-bis(4-(3-methyl-9H-carbazol-9-yl)phenyl)-[1,1':2',1''-terphenyl]-3'-carbonitrile C1(=CC=CC=C1)C1=NC(=CC(=C1)C=1C(=C(C(=C(C1C1=CC=C(C=C1)N1C2=CC=CC=C2C=2C=C(C=CC12)C)C1=CC(=CC=C1)N1C2=CC=CC=C2C=2C=C(C=CC12)C)C1=CC=C(C=C1)N1C2=CC=CC=C2C=2C=C(C=CC12)C)C#N)C1=CC=C(C=C1)N1C2=CC=CC=C2C=2C=C(C=CC12)C)C1=CC=CC=C1